NC=1C=NC=C(C1C1=CC(=C(C(=O)NC=2C=C(C(=NC2)C(=O)NCC2=COC=C2)Cl)C=C1F)Cl)C#C 5-(4-(3-amino-5-ethynylpyridin-4-yl)-2-chloro-5-fluorobenzamido)-3-chloro-N-(furan-3-ylmethyl)picolinamide